C1(CC1)C=1N=CN(C1)C1=CC=C2C=CN(C(C2=C1)=O)C1=NC(=CC=C1)C1=NN=CN1[C@@H](COC)C (R)-7-(4-cyclopropyl-1H-imidazol-1-yl)-2-(6-(4-(1-methoxy-2-propyl)-4H-1,2,4-triazol-3-yl)pyridin-2-yl)isoquinolin-1(2H)-one